methyl-tertiary butyl-phthalimide carbonate C(O)(O)=O.CC=1C(=C2C(C(=O)NC2=O)=CC1)C(C)(C)C